3,4-dichlorophenylpropanamide ClC=1C=C(C=CC1Cl)C(C(=O)N)C